O1C[C@@H](CC1)OC(=O)N1CCN(CC1)C1=NC=2N(C=C1)N=CC2C=2C(=NC(=CC2)C)OC (R)-4-(3-(2-methoxy-6-methylpyridin-3-yl)pyrazolo[1,5-a]pyrimidin-5-yl)piperazine-1-carboxylic acid tetrahydrofuran-3-yl ester